(2R,3R,3aS,5S,6S,6aR)-6-[(2-amino-3-fluoroquinolin-7-yl)methyl]-2-(4-amino-7H-pyrrolo[2,3-d]pyrimidin-7-yl)-5-fluorohexahydro-3aH-cyclopenta[b]furan-3,3a-diol NC1=NC2=CC(=CC=C2C=C1F)C[C@@H]1[C@H](C[C@]2([C@@H]1O[C@H]([C@@H]2O)N2C=CC1=C2N=CN=C1N)O)F